N1(N=CC=C1)C1=CC=C(CN(CCO)CCCC(C)NC2=CC=NC3=CC(=CC=C23)Cl)C=C1 2-((4-(1H-Pyrazol-1-yl)benzyl)(4-((7-chloroquinolin-4-yl)amino)pentyl)amino)ethan-1-ol